3-(5-(1H-pyrazol-1-yl)pyridin-3-yl)-3-(5-(2-(5,6,7,8-tetrahydro-1,8-naphthyridin-2-yl)ethoxy)-1H-indazol-1-yl)propionic acid N1(N=CC=C1)C=1C=C(C=NC1)C(CC(=O)O)N1N=CC2=CC(=CC=C12)OCCC1=NC=2NCCCC2C=C1